hexafluoroisopropylidenediphenol C1=CC(=CC=C1C(C2=CC=C(C=C2)O)(C(F)(F)F)C(F)(F)F)O